ClC=1C=NC=C(C1[C@@H](C)OC=1C=C2C(=NNC2=CC1)C=1C=NC(=CC1)OC1CC2(CN(C2)S(=O)(=O)C)C1)Cl (R)-5-(1-(3,5-dichloropyridin-4-yl)ethoxy)-3-(6-((2-(methylsulfonyl)-2-azaspiro[3.3]heptan-6-yl)oxy)pyridin-3-yl)-1H-indazole